methyl (2S)-2-(tert-butoxycarbonylamino)-3-oxazol-2-yl-propanoate C(C)(C)(C)OC(=O)N[C@H](C(=O)OC)CC=1OC=CN1